O1C(CCC=C1)CO 3,4-dihydro-2H-pyran-2-methanol